FC1=CC(=C(C=C1)C=1C=C2C(=NC1)NCN2CCOC)C 6-(4-fluoro-2-methyl-phenyl)-1-(2-methoxyethyl)-3H-imidazo[4,5-b]Pyridine